CN([C@@H](CC1=C(C=C(C(=O)NC)C=C1C)C)CNC(C[C@@H](CC(C)C)C1=NC=CC=C1)=O)C 4-((S)-2-(dimethylamino)-3-((R)-5-methyl-3-(pyridin-2-yl)hexanamido)propyl)-N,3,5-trimethylbenzamide